N1=CC(=CC=C1)COCCO 2-(pyridin-3-ylmethoxy)ethanol